BrC1=CC=2C3=C(C=NC2C=C1F)NC(C31CC(C1)(C)C)=O 8'-Bromo-7'-fluoro-3,3-dimethylspiro[cyclobutane-1,1'-pyrrolo[2,3-c]quinolin]-2'(3'H)-one